C(C=C)N1C2=NC=NC(=C2N=C1)[2H] 9-allyl-9H-purine-6-d